FC1=C(C(=CC=C1)F)N1N=C(C=CC1=O)C(=O)O 1-(2,6-difluorophenyl)-6-oxo-pyridazine-3-carboxylic acid